C1(=CC=CC=C1)C=1OC[C@H](N1)C(=O)OC methyl (S)-2-phenyl-4,5-dihydrooxazole-4-carboxylate